2-(((tert-butoxycarbonyl)(methyl)amino)methyl)oxazole-4-carboxylic acid C(C)(C)(C)OC(=O)N(C)CC=1OC=C(N1)C(=O)O